4-HYDROXY-BUT-2-ENOIC ACID OCC=CC(=O)O